C(#N)C1=CC=C(C=C1)C1=CC=2C(=NC=CC2S1)N(C(C1=C(C=C(C=C1)N1N=NC=2C1=NC=CC2)F)=O)[C@H]2CNCCC2 N-[2-(4-cyanophenyl)thieno[3,2-c]pyridin-4-yl]-2-fluoro-N-[(3R)-3-piperidyl]-4-(triazolo[4,5-b]pyridin-3-yl)benzamide